4-((3-(5-(7H-pyrrolo[2,3-d]pyrimidin-4-yl)pyridin-2-yl)-3,6-diazabicyclo[3.1.1]heptane-6-yl)methyl)benzonitrile N1=CN=C(C2=C1NC=C2)C=2C=CC(=NC2)N2CC1N(C(C2)C1)CC1=CC=C(C#N)C=C1